C(C1=CC=CC=C1)N(C(C(=O)OCC)=O)CC1OCCCC1 Ethyl 2-[benzyl(tetrahydropyran-2-ylmethyl)amino]-2-oxo-acetate